N-[2-[bis(carboxymethyl)amino]ethyl]-N-(2-carboxyethyl)-beta-alanine C(=O)(O)CN(CCN(CCC(=O)O)CCC(=O)O)CC(=O)O